benzo[b]thiophen-2-yl-methanol S1C2=C(C=C1CO)C=CC=C2